(2s,4r)-N-(3,3-Dimethylbutyl)-6-azaspiro[3.4]octan-2-amine CC(CCNC1CC2(C1)CNCC2)(C)C